CN1CC2(CN(C2)C2=CC=CC(=N2)CN)CC1 1-(6-[6-Methyl-2,6-diazaspiro[3.4]oct-2-yl]pyridin-2-yl)methylamine